COC1=C(C=CC=C1)C1=CC(=NC=C1C(=O)NC1=NN=C(S1)OCC1=CC=C(C=N1)C1(CC1)C(=O)O)C 1-(6-(((5-(4-(2-methoxyphenyl)-6-methylnicotinamido)-1,3,4-thiadiazol-2-yl)oxy)methyl)pyridin-3-yl)cyclopropane-1-carboxylic acid